methyl (1S,4S)-1-(2-bromoethyl)-4-(2,5-dimethyl-1H-pyrrol-1-yl)cyclopent-2-ene-1-carboxylate BrCC[C@@]1(C=C[C@H](C1)N1C(=CC=C1C)C)C(=O)OC